[Cr](C(O)C)(=O)O chromalactic acid